C(COCCOCCOCCN)N 3,6,9-trioxaundecan-1,11-diamine